6-(5-((Z)-((1R,2S,5S)-2-fluoro-1,5-dimethyl-8-azabicyclo[3.2.1]octan-3-ylidene)methyl)pyrazin-2-yl)isoquinolin-7-ol F[C@@H]\1[C@]2(CC[C@@](C/C1=C/C=1N=CC(=NC1)C=1C=C3C=CN=CC3=CC1O)(N2)C)C